(1R,4R)-4-Cyclopropoxycyclohexan-1-amine C1(CC1)OC1CCC(CC1)N